N,N'-dimethyl-propylenediamine CNCC(C)NC